ClC1=CC(=C2C(=N1)C1(OCC2=O)COCC1)OC1COC1 2'-chloro-4'-(oxetane-3-yloxy)-4,5-dihydro-2H-spiro[furan-3,8'-pyrano[3,4-b]pyridin]-5'(6'H)-one